O1C(=CC=C1)N1COC2=C(C1)C=CC=C2 3-furanyl-2,4-dihydro-1,3-benzoxazine